3,6-dibromo-2-nitro-pyridine BrC=1C(=NC(=CC1)Br)[N+](=O)[O-]